(3R)-4-(4-(1,4-dimethyl-1H-1,2,3-triazol-5-yl)-7-(3-methyl-1H-pyrazol-5-yl)imidazo[1,5-b]pyridazin-2-yl)-3-methylmorpholine CN1N=NC(=C1C=1C=2N(N=C(C1)N1[C@@H](COCC1)C)C(=NC2)C2=CC(=NN2)C)C